C(C)OC(CCC(=O)C1=NC(=CC(=C1O)C#N)CC1=CC=C(C=C1)Cl)=O 4-[6-(4-Chloro-benzyl)-4-cyano-3-hydroxy-pyridin-2-yl]-4-oxo-butyric acid ethyl ester